4-(4,4-difluoro-1-methylpiperidin-3-yl)-2,6-dimethoxybenzene-1-sulfonamide FC1(C(CN(CC1)C)C1=CC(=C(C(=C1)OC)S(=O)(=O)N)OC)F